C1(=CC=CC=C1)NC(=O)C=1C=NC2=CC=CC=C2C1 N-phenyl-quinoline-3-carboxamide